CC1=CC=CC(=C1)S(=O)(=O)[O-].[Na+] sodium 5-toluenesulphonate